HYDROXYISOHEXYL-3-CYCLOHEXENECARBOXALDEHYDE OC1C(CCC=C1)(C=O)CCCC(C)C